(2-acetylpyridin-4-yl)-N-(5-chloro-4-(5,5-dimethyl-5,6-dihydro-4H-pyrrolo[1,2-b]pyrazol-3-yl)pyridin-2-yl)propanamide C(C)(=O)C1=NC=CC(=C1)C(C(=O)NC1=NC=C(C(=C1)C1=C2N(N=C1)CC(C2)(C)C)Cl)C